NC1=NN2C(N=C(C=C2)N[C@H](C)C2=CC(=CC=3C[C@](OC32)(C)CN)F)=C1C(=O)O 2-amino-5-(((R)-1-((R)-2-(aminomethyl)-5-fluoro-2-methyl-2,3-dihydrobenzofuran-7-yl)ethyl)amino)pyrazolo[1,5-a]pyrimidine-3-carboxylic acid